S1C(=CC=C1)P(C1=CC=CC=C1)(C1=CC=CC=C1)=O Thiophene-2-yl-diphenyl-phosphine oxide